methyl 5-(5-cyano-2-methoxy-phenyl)-1-methyl-2-oxo-pyridine-4-carboxylate C(#N)C=1C=CC(=C(C1)C=1C(=CC(N(C1)C)=O)C(=O)OC)OC